(1S,3S,4S)-6-(cyclopropylmethyl)-5-oxo-2-azabicyclo[2.2.2]octane-2,3-dicarboxylic acid 3-benzyl ester 2-tert-butyl ester C(C)(C)(C)OC(=O)N1[C@@H]2C(C([C@H]([C@H]1C(=O)OCC1=CC=CC=C1)CC2)=O)CC2CC2